(E)-1-[2-Hydroxy-4-(hydroxymethyl)-6-methoxyphenyl]-3-(4-methylphenyl)prop-2-en-1-one OC1=C(C(=CC(=C1)CO)OC)C(\C=C\C1=CC=C(C=C1)C)=O